(αs)-4-chloro-α,2-difluoro-phenylpropionic acid ClC1=CC(=C(C=C1)[C@](C(=O)O)(C)F)F